O1C(COC2=C1C=CC=C2)C2=CC=C(CN1CCC(CC1)C(=O)N1CCOCC1)C=C2 {1-[4-(2,3-dihydro-1,4-benzodioxin-2-yl)benzyl]piperidin-4-yl}(morpholin-4-yl)methanone